S1C=NC2=C1C=CC(=C2)N2CCC(CC2)(C(=O)N)C 1-(benzo[d]thiazol-5-yl)-4-methylpiperidine-4-carboxamide